BrC1=CC=C(C=C1)C(C)(C)C=1N=C(SC1)NC(=O)NCC1=CC(=C(C=C1)N1CCNCC1)C 1-(4-(2-(4-bromophenyl)propan-2-yl)thiazol-2-yl)-3-(3-methyl-4-(piperazin-1-yl)benzyl)urea